Tri-n-butyl-zirconium C(CCC)[Zr](CCCC)CCCC